tert-butyl (2R,5S)-4-(7-(2-aminopyridin-3-yl)-6-cyano-1-(2-isopropyl-4-methylpyridin-3-yl)-2-oxo-1,2-dihydropyrido[2,3-d]pyrimidin-4-yl)-2,5-dimethylpiperazine-1-carboxylate NC1=NC=CC=C1C=1C(=CC2=C(N(C(N=C2N2C[C@H](N(C[C@@H]2C)C(=O)OC(C)(C)C)C)=O)C=2C(=NC=CC2C)C(C)C)N1)C#N